ClC1=CC(=CC=2N=C(OC21)C=2C(=C(C=CC2)C2=C(C(=CC=C2)NC=2N=CC=C1C=C(C=NC21)CN2C[C@H](CC2)O)C)C)CN(CCC(=O)O)C (S)-3-(((7-chloro-2-(3'-(3-((3-hydroxypyrrolidin-1-yl)methyl)-1,7-naphthyridin-8-ylamino)-2,2'-dimethylbiphenyl-3-yl)benzo[d]oxazol-5-yl)methyl)(methyl)amino)propanoic acid